ClC1=CC(=C(C=C1)[C@@]1(OC2=C(O1)C=CC=C2C2CCN(CC2)CC=2N(C(=C(N2)C)C#CC(=O)O)C[C@H]2OCC2)C)F 3-(2-((4-((S)-2-(4-chloro-2-fluorophenyl)-2-methylbenzo[d][1,3]dioxol-4-yl)piperidin-1-yl)methyl)-4-methyl-1-(((S)-oxetan-2-yl)methyl)-1H-imidazol-5-yl)propiolic acid